3-(1-acetyl-3-vinyl-azetidin-3-yl)-1-((2-(allyloxy)-3,4-difluorophenyl)(3-methylthiophen-2-yl)methyl)-5-(benzyloxy)-2,3-dihydro-1H-pyrido[2,1-f][1,2,4]triazine-4,6-dione C(C)(=O)N1CC(C1)(C=C)N1CN(N2C(C1=O)=C(C(C=C2)=O)OCC2=CC=CC=C2)C(C=2SC=CC2C)C2=C(C(=C(C=C2)F)F)OCC=C